tert-butyl 4-[2-[2-(1-piperidyl)ethoxy]-5,6,7,8-tetrahydropyrido[3,4-d]pyrimidin-4-yl]piperazine-1-carboxylate N1(CCCCC1)CCOC=1N=C(C2=C(N1)CNCC2)N2CCN(CC2)C(=O)OC(C)(C)C